(phenyl-d5)[(diphenyl-d10)triazinylphenyl-d9]dibenzoselenophene C1(=C(C(=C(C(=C1[2H])[2H])[2H])[2H])[2H])C1=C(C2=C([Se]C3=C2C=CC=C3)C=C1)C1(C(C(C(C(C1C1=NN=NC(=C1C1(C(C(C(C(C1[2H])([2H])[2H])([2H])[2H])([2H])[2H])([2H])[2H])[2H])C1(C(C(C(C(C1[2H])([2H])[2H])([2H])[2H])([2H])[2H])([2H])[2H])[2H])([2H])[2H])([2H])[2H])([2H])[2H])([2H])[2H])[2H]